6-(Oxetan-3-yl)-3,6-diazabicyclo[3.1.1]heptane-3-carboxylic acid tert-butyl ester C(C)(C)(C)OC(=O)N1CC2N(C(C1)C2)C2COC2